N1C[C@@H](CCC1)NC1=NN=C(C=2N1C=CC2)C2=C(C=C(C=C2)C(F)(F)F)O (4-{[(3R)-piperidin-3-yl]amino}pyrrolo[1,2-d][1,2,4]triazin-1-yl)-5-(trifluoromethyl)phenol